FC1=C2C=C(NC2=C(C=C1)F)C(=O)N1[C@@H]2CC([C@H]([C@@H]1C(=O)N[C@@H](C[C@@H]1C(NCC1)=O)\C=C(/S(=O)(=O)C)\F)CC2)(F)F (1S,3R,4S)-2-(4,7-difluoro-1H-indole-2-carbonyl)-5,5-difluoro-N-((S,Z)-4-fluoro-4-(methylsulfonyl)-1-((R)-2-oxopyrrolidin-3-yl)but-3-en-2-yl)-2-azabicyclo[2.2.2]octane-3-carboxamide